C(C)(=O)NC[C@@H](C(=O)O)NC(=O)OC(C)(C)C (S)-3-Acetamido-2-((tert-butoxycarbonyl)amino)propanoic acid